7-{1-[(2-amino-9H-purin-6-yl)amino]ethyl}-6-(5-fluoropyridin-3-yl)-3-methyl-5H-[1,3]thiazolo[3,2-a]pyrimidin-5-one Trifluoroacetic Acid Salt FC(C(=O)O)(F)F.NC1=NC(=C2N=CNC2=N1)NC(C)C=1N=C2N(C(C1C=1C=NC=C(C1)F)=O)C(=CS2)C